methyl (3R,6S)-1-(2-(4-(tert-butyl)phenyl)acetyl)-6-methylpiperidine-3-carboxylate C(C)(C)(C)C1=CC=C(C=C1)CC(=O)N1C[C@@H](CC[C@@H]1C)C(=O)OC